(1S,3R,4S)-2-[(2S)-2-(3-chloro-2-methyl-anilino)propanoyl]-N-[(1R)-1-cyano-2-[(3S)-2-oxo-3-piperidyl]ethyl]-5,5-difluoro-2-azabicyclo[2.2.2]octane-3-carboxamide ClC=1C(=C(N[C@H](C(=O)N2[C@@H]3CC([C@H]([C@@H]2C(=O)N[C@H](C[C@H]2C(NCCC2)=O)C#N)CC3)(F)F)C)C=CC1)C